C(C)(CC)NC1=CC(=CC=C1)NC(C)CC N,N'-di-sec-butyl-m-phenylenediamine